(S)-methyl 2-((S)-2-(4,6-dichloro-1H-indole-2-carboxamido)-4,4-dimethylpentanamido)-3-((S)-2-oxopiperidin-3-yl)propanoate ClC1=C2C=C(NC2=CC(=C1)Cl)C(=O)N[C@H](C(=O)N[C@H](C(=O)OC)C[C@H]1C(NCCC1)=O)CC(C)(C)C